[Na].[Na].[Na].N1=C(N=C(N=C1S)S)S 1,3,5-triazine-2,4,6-trithiol, trisodium salt